β-alaninamide hydrochloride Cl.NCCC(=O)N